C(C)(=O)[O-].C(CC)[NH+]1C(CCC1)CCC 1,2-dipropylpyrrolidinium acetate